C(C)OC([C@@H](NC1=CC=C(C=C1)S(=O)(=O)C)CO)=O (2S,3R)-p-methylsulfonyl-phenylserine ethyl ester